N-(2-(3-chloro-5-fluorophenyl)propan-2-yl)-4-(5-methyl-2-((1-methyl-1H-pyrazol-5-yl)amino)pyrimidin-4-yl)oxazole-2-carboxamide ClC=1C=C(C=C(C1)F)C(C)(C)NC(=O)C=1OC=C(N1)C1=NC(=NC=C1C)NC1=CC=NN1C